ClC1=C(C=CC=C1Cl)N1CCN(CC1)C(CCNC(C1=CC(=C(C=C1)OC)OC)=O)=O N-(3-(4-(2,3-dichlorophenyl)piperazin-1-yl)-3-oxopropyl)-3,4-dimethoxybenzamide